1-[4-chlorophenyl]-2-methyl-piperazine ClC1=CC=C(C=C1)N1C(CNCC1)C